NC=1N=NNC1N 4,5-diamino-1,2,3-Triazole